1-(5-{[(5-chlorothiophen-2-yl)methyl]amino}-3-{1-[2-(pyridin-2-yl)ethyl]piperidin-4-yl}-1H-pyrazol-1-yl)-2,2-dimethylpropan-1-one ClC1=CC=C(S1)CNC1=CC(=NN1C(C(C)(C)C)=O)C1CCN(CC1)CCC1=NC=CC=C1